N-(2'-amino-5'H-spiro[chromane-4,4'-thiazol]-6-yl)naphthalene-2-sulfonamide Ethyl-2-aminobenzoate (ethyl-anthranilate) C(C)NC=1C(C(=O)O)=CC=CC1.C(C)OC(C1=C(C=CC=C1)N)=O.NC=1SCC2(N1)CCOC1=CC=C(C=C12)NS(=O)(=O)C1=CC2=CC=CC=C2C=C1